2-bromo-ethanol BrCCO